Ethyl 3-methyl-5-((2-phenylethyl)sulfonyl)benzofuran-2-carboxylate CC1=C(OC2=C1C=C(C=C2)S(=O)(=O)CCC2=CC=CC=C2)C(=O)OCC